C(#N)C1=C(C=C(C=C1)C1=CC(=NN1C1=CC=C(C=C1)C=1C=C2C(=NC1)OCCO2)C(=O)N2C[C@@H](CCC2)NC(OC(C)(C)C)=O)F Tert-butyl (R)-(1-(5-(4-cyano-3-fluorophenyl)-1-(4-(2,3-dihydro-[1,4]dioxino[2,3-b]pyridin-7-yl)phenyl)-1H-pyrazole-3-carbonyl)piperidin-3-yl)carbamate